ClC=1C(=CC(=C(CN2[C@@H](CCCC2)C(=O)O)C1)OCC1=CC(=CC=C1)C#N)OCC=1C(=C(C=CC1)C1=C(C(=CC=C1)C1=NOC(=N1)CO)C)C (S)-1-(5-chloro-2-((3-cyanobenzyl)oxy)-4-((3'-(5-(hydroxymethyl)-1,2,4-oxadiazol-3-yl)-2,2'-dimethyl-[1,1'-biphenyl]-3-yl)methoxy)benzyl)piperidine-2-carboxylic acid